tert-butyl (S)-2-(7-(3-methyl-1H-pyrrolo[2,3-b]pyridin-5-yl)isochroman-5-yl)pyrrolidine-1-carboxylate CC1=CNC2=NC=C(C=C21)C2=CC(=C1CCOCC1=C2)[C@H]2N(CCC2)C(=O)OC(C)(C)C